tert-butyl (R)-4-(10-((6-oxo-4-phenylpyrimidin-1(6H)-yl)methyl)-7-azaspiro[4.5]dec-9-ene-7-carbonyl)-3-phenylpiperazine-1-carboxylate O=C1C=C(N=CN1CC1=CCN(CC12CCCC2)C(=O)N2[C@@H](CN(CC2)C(=O)OC(C)(C)C)C2=CC=CC=C2)C2=CC=CC=C2